((2-(piperazin-1-yl)ethyl)azanediyl)bis(hexane-6,1-diyl) bis(2-hexyldecanoate)-[((2-(piperazin-1-yl)ethyl)azanediyl)bis(hexane-6,1-diyl) bis(2-hexyldecanoate)] N1(CCNCC1)CCN(CCCCCCC(C(=O)O)(CCCCCCCC)CCCCCC)CCCCCCC(C(=O)O)(CCCCCCCC)CCCCCC.C(CCCCC)C(C(=O)OCCCCCCN(CCCCCCOC(C(CCCCCCCC)CCCCCC)=O)CCN1CCNCC1)CCCCCCCC